CN1CC(C1)(C)[C@@](O)(C1=CC(=NC=C1)OCCOC)C1=CC=C(C=C1)C(C)C (S)-(1,3-Dimethyl-azetidin-3-yl)-(4-isopropyl-phenyl)-[2-(2-methoxy-ethoxy)-pyridin-4-yl]-methanol